5-methyl-5-(4-methylpent-yl)-4,5-dihydroisoxazole CC1(CC=NO1)CCCC(C)C